BrC1=CC(=C(C(=O)O)C=C1F)NN=C(C)CC 4-bromo-2-(2-(butane-2-ylidene)hydrazino)-5-fluorobenzoic acid